N-cyclohexyl-2-({2-[4-(2-hydroxyethoxy)pyridin-2-yl]-5H,6H,7H-cyclopenta[d]pyrimidin-4-yl}(methyl)amino)acetamide C1(CCCCC1)NC(CN(C)C=1C2=C(N=C(N1)C1=NC=CC(=C1)OCCO)CCC2)=O